1,3-dihydroxy-2-methyl-4-bromoimidazole ON1C(N(C(=C1)Br)O)C